CC(CCCNC(=O)C=1C(=NC(=CC1C)N1CCOCC1)CCC)(C)C N-(4,4-Dimethyl-pentyl)-4-methyl-6-morpholin-4-yl-2-propyl-pyridine-3-carboxylic acid amide